C(#N)C1=CC=C2CC[C@@H](C2=C1)[C@@H](C(=O)NC1=CC=C(C=C1)C=1C(=NNC1C)C)NC(=O)C=1N(N=CC1)C N-[(1S)-1-[(1S)-6-cyanoindan-1-yl]-2-[4-(3,5-dimethyl-1H-pyrazol-4-yl)anilino]-2-oxo-ethyl]-2-methyl-pyrazole-3-carboxamide